C(C1=CC=CC=C1)(=O)O[C@](C(=O)NC=1C=NC(=C(C1)C(F)(F)F)C#N)(COC=1C=NC(=CC1)C#N)C (S)-1-((6-cyano-5-(trifluoromethyl)pyridin-3-yl)amino)-3-((6-cyanopyridin-3-yl)oxy)-2-methyl-1-oxopropane-2-yl benzoate